C(C)N1C(NCCCNCCOC=2C=3N(C=C(C=4C=CC=C([C@H]1C)C4)N2)C=CN3)=O (12R)-13-ethyl-12-methyl-12,13,16,17,18,19,20,21-octahydro-6,23-(azeno)-11,7-(metheno)imidazo[1,2-s][1,4,8,10,19]oxatetraazacyclohenicosin-14(15H)-one